tert-butyl 4-[2-[[4-[[3-[4-(difluoromethoxy) phenyl]imidazo[1,2-a]pyrazin-8-yl]amino]-2-methyl-benzoyl]amino] ethyl]piperazine-1-carboxylate FC(OC1=CC=C(C=C1)C1=CN=C2N1C=CN=C2NC2=CC(=C(C(=O)NCCN1CCN(CC1)C(=O)OC(C)(C)C)C=C2)C)F